(R)-2-methyl-N-(1-(2-(1-methyl-1H-pyrazol-4-yl)quinolin-4-yl)ethyl)-5-(2-oxopiperazin-1-yl)benzamide CC1=C(C(=O)N[C@H](C)C2=CC(=NC3=CC=CC=C23)C=2C=NN(C2)C)C=C(C=C1)N1C(CNCC1)=O